OCCN1C(C2CC3CCC2(C1C(=O)NCCC1=CC=CC=C1)N3C(CCC3=CC=CC=C3)=O)=O 2-(2-hydroxyethyl)-1-oxo-N-phenethyl-8-(3-phenylpropanoyl)octahydro-3a,6-epiiminoisoindole-3-carboxamide